C(C)(C)(C)OC(=O)N1CC2CCC(C1)N2C=2SC=1CN(CCC1N2)C(=O)OC2CCCC2 cyclopentyl 2-(3-(tert-butoxycarbonyl)-3,8-diazabicyclo[3.2.1]octan-8-yl)-6,7-dihydrothiazolo[5,4-c]pyridine-5(4H)-carboxylate